C(C)(C)(C)C1=NC2=C(N1C(=O)C1=CC=C(C=C1)C(F)(F)F)C=CC=C2 (2-(tert-Butyl)-1H-benzo[d]imidazol-1-yl)(4-(trifluoromethyl)phenyl)methanone